The molecule is an organophosphate oxoanion obtained by deprotonation of the phosphate OH groups of D-erythrulose 4-phosphate. Major structure at pH 7.3. It has a role as a bacterial metabolite. It is a conjugate base of a D-erythrulose 4-phosphate. C([C@H](C(=O)CO)O)OP(=O)([O-])[O-]